7-bromo-6-iodoisoquinoline-3-carboxylic acid BrC1=C(C=C2C=C(N=CC2=C1)C(=O)O)I